(methylsulfonyl)amide choline salt OCC[N+](C)(C)C.CS(=O)(=O)[NH-]